FC(C1=C(C=CC=C1)C1=C2C(=C(N=N1)N[C@H]1CN(CCC1)C)C=NC=C2)F (R)-1-(2-(difluoromethyl)phenyl)-N-(1-methylpiperidin-3-yl)pyrido[3,4-d]pyridazin-4-amine